5-(7-Fluoro-1,4,4,9-tetramethyl-5H-[1,2,4]triazolo[4,3-a]quinoxalin-8-yl)-1-methyl-3,4-dihydro-1H-quinolin-2-one FC=1C=C2NC(C=3N(C2=C(C1C1=C2CCC(N(C2=CC=C1)C)=O)C)C(=NN3)C)(C)C